N-methyl-2-{4-[4-({2-[(2H3)methyloxy](2H4)ethyl}oxy)phenyl]piperazin-1-yl}ethanamine CNCCN1CCN(CC1)C1=CC=C(C=C1)OC(C(OC([2H])([2H])[2H])([2H])[2H])([2H])[2H]